F[C@@H]1[C@@H](C1)NC(=O)C=1C=NN2C1N=C(C=C2NC)C2=CN(C1=NC=CC=C12)C(C)C N-((1R,2S)-2-fluorocyclopropyl)-5-(1-isopropyl-1H-pyrrolo[2,3-b]pyridin-3-yl)-7-(methylamino)pyrazolo[1,5-a]pyrimidine-3-carboxamide